COC([C@@H](NC(=O)C1N(CCN(C1)C(=O)C1=CC2=C(C(C=3C(=NSN3)C2=O)=O)S1)C(C(C1=CC=CC=C1)C1=CC=CC=C1)=O)C(C)C)=O (4-(4,8-dioxo-4,8-dihydrothieno[2',3':4,5]benzo[1,2-c][1,2,5]thiadiazole-6-carbonyl)-1-(2,2-diphenylacetyl)piperazine-2-carbonyl)-L-valine methyl ester